C(C)(C)C=1C(=NNC1C=1C=C(C=2N(C1)N=CN2)C)C(=O)NCC2NCCCC2 4-isopropyl-5-(8-methyl-[1,2,4]triazolo[1,5-a]pyridin-6-yl)-N-(piperidin-2-ylmethyl)-1H-pyrazole-3-carboxamide